N-(2-(3-(Dimethylamino)propoxy)-5-(3'-methyl-2-oxo-2',3'-dihydrospiro[cyclobutane-1,1'-pyrrolo[2,3-c]quinolin]-8'-yl)pyridin-3-yl)azetidine-1-sulfonamide CN(CCCOC1=NC=C(C=C1NS(=O)(=O)N1CCC1)C1=CC=2C3=C(C=NC2C=C1)N(CC31C(CC1)=O)C)C